ethyl 9,10-epoxyoctadecanoate C(CCCCCCCC1C(CCCCCCCC)O1)(=O)OCC